chloro-7-cyclopropyl-9-(4-(1-methyl-4-(trifluoromethyl)-1H-imidazol-2-yl)benzyl)-7,9-dihydro-8H-purin-8-one ClC1=NC=C2N(C(N(C2=N1)CC1=CC=C(C=C1)C=1N(C=C(N1)C(F)(F)F)C)=O)C1CC1